5-(tert-butoxy)-5-oxo-4-(4,7,10-tri(2-(tert-butoxy)-2-oxoethyl)-1,4,7,10-tetraazacyclododecane-1-yl)pentanoic acid C(C)(C)(C)OC(C(CCC(=O)O)N1CCN(CCN(CCN(CC1)CC(OC(C)(C)C)=O)CC(OC(C)(C)C)=O)CC(=O)OC(C)(C)C)=O